3,6-dichloro-6-pyridinecarbonyl chloride ClC1=CNC(C=C1)(C(=O)Cl)Cl